5-[3-({5-[(1R,4R,7R)-7-amino-2-azabicyclo[2.2.1]heptane-2-carbonyl]-2-(2-ethylphenyl)-7-methoxy-1H-1,3-benzodiazol-1-yl}methyl)azetidin-1-yl]pyridine-3-carbonitrile N[C@H]1[C@@H]2N(C[C@H]1CC2)C(=O)C2=CC1=C(N(C(=N1)C1=C(C=CC=C1)CC)CC1CN(C1)C=1C=C(C=NC1)C#N)C(=C2)OC